bis-(methacryloxy octyl) phosphate P(=O)(OCCCCCCCCOC(C(=C)C)=O)(OCCCCCCCCOC(C(=C)C)=O)[O-]